BrC1=CC(=C(C=C1)CCNC1=CC(=NC=N1)C1=CC(=CS1)OCC)CC 5-{6-[2-(4-Bromo-2-ethyl-phenyl)-ethylamino]-pyrimidin-4-yl}-3-ethoxy-thiophen